CNC(C(=O)O)CCNC 2,4-dimethylaminobutyric acid